C(C1=CC=CC=C1)(C1=CC=CC=C1)OC1CCN(CC1)CCCC(=O)C1=CC=C(C=C1)C(C)(C)C 4-(4-benzhydryloxy-1-piperidyl)-1-(4-tert-butylphenyl)butan-1-one